zinc barium thiogermanate [GeH](=S)[O-].[Ba+2].[Zn+2].[GeH](=S)[O-].[GeH](=S)[O-].[GeH](=S)[O-]